(3-(difluoromethyl)-6-fluoro-1H-indazol-1-yl)-N-(3-(2-hydroxypropan-2-yl)bicyclo[1.1.1]pentan-1-yl)pyrimidine-5-carboxamide FC(C1=NN(C2=CC(=CC=C12)F)C1=NC=C(C=N1)C(=O)NC12CC(C1)(C2)C(C)(C)O)F